8-(methyl(piperidin-3-yl)amino)quinoxaline-5-carboxylic acid CN(C1=CC=C(C=2N=CC=NC12)C(=O)O)C1CNCCC1